BrCC1=CC=C(C(=O)C2=CC=CC=C2)C=C1 4-(bromomethyl)benzophenone